C(C1=CC=CC=C1)N1CCN(CC1)S(=O)(=O)NC(NC1=C(C=CC=C1C(C)C)C(C)C)=O 4-Benzyl-N-((2,6-diisopropylphenyl)carbamoyl)-piperazin-1-sulfonamid